N-(3-(3'-chloro-6-methoxy-5-(((((R)-oxetan-2-yl)methyl)amino)methyl)-[2,4'-bipyridin]-2'-yl)-2-methylphenyl)-5-(((((R)-oxetan-2-yl)methyl)amino)methyl)picolinamide ClC=1C(=NC=CC1C1=NC(=C(C=C1)CNC[C@@H]1OCC1)OC)C=1C(=C(C=CC1)NC(C1=NC=C(C=C1)CNC[C@@H]1OCC1)=O)C